N1=C(C=NC=C1)N[C@@](CSC)(C(=O)N[C@@H](COC)C(=O)N[C@@H](CC(C)C)C(=O)C1(OC1)C)C=O N-pyrazinyl-2-formyl-S-methyl-L-cysteinyl-O-methyl-L-seryl-L-leucyl-methyloxirane